ClC1=CC(=C(COC2=NC=CC(=N2)N2C[C@@H](N(CC2)C(=O)OC(C)(C)C)C)C=C1)F tert-butyl (2S)-4-{2-[(4-chloro-2-fluorobenzyl)oxy]pyrimidin-4-yl}-2-methylpiperazine-1-carboxylate